C(CCCC)(=O)C1=CC=C(C=C1)O 4-pentanoyl-phenol